2-[4-[(5-Cyclopentyl-1H-pyrazol-3-yl)amino]pyrimidin-2-yl]-2-azabicyclo[2.1.1]hexane-4-carboxylate C1(CCCC1)C1=CC(=NN1)NC1=NC(=NC=C1)N1C2CC(C1)(C2)C(=O)[O-]